5-((5-phenylpyrimidin-2-yl)amino)nicotinamide C1(=CC=CC=C1)C=1C=NC(=NC1)NC=1C=NC=C(C(=O)N)C1